3-((2-(isoindolin-2-yl)-2-oxoethyl)amino)adamantan-1-yl benzylcarbamate C(C1=CC=CC=C1)NC(OC12CC3(CC(CC(C1)C3)C2)NCC(=O)N2CC3=CC=CC=C3C2)=O